C(C)OC1=C([C@H]2[C@H](O)[C@H](O)[C@@H](CO)O2)C(NC(N1)=O)=O 6-Ethoxy-pseudouridine